(2,4,5-trifluorophenyl)pyridin FC1=C(C=C(C(=C1)F)F)C1=NC=CC=C1